C1(CC1)CC1=CNC=2N=CN=C(C21)N[C@H]2CN(CCC2)C(C=C)=O (R)-1-(3-((5-(cyclopropylmethyl)-7H-pyrrolo[2,3-d]pyrimidin-4-yl)amino)piperidin-1-yl)prop-2-en-1-one